1-methyl-1-[(2-pyridyl)methyl]urea CN(C(=O)N)CC1=NC=CC=C1